2-(6-{5-chloro-2-[(oxan-4-yl)amino]pyrimidin-4-yl}-1-oxo-2,3-dihydro-1H-isoindol-2-yl)-N-[(1S,2S)-2-hydroxy-1-phenylbutyl]acetamide ClC=1C(=NC(=NC1)NC1CCOCC1)C1=CC=C2CN(C(C2=C1)=O)CC(=O)N[C@H]([C@H](CC)O)C1=CC=CC=C1